NC1=C2C(=NC=N1)N(N=C2C=2C=C(C(=NC2)OC)NS(=O)(=O)C)[C@@H](C)C=2C=C1N(C(C2C2=CC(=CC=C2)F)=O)C(=CS1)Cl (S)-N-(5-(4-amino-1-(1-(3-chloro-6-(3-fluorophenyl)-5-oxo-5H-thiazolo[3,2-a]pyridin-7-yl)ethyl)-1H-pyrazolo[3,4-d]pyrimidin-3-yl)-2-methoxypyridin-3-yl)methanesulfonamide